tert-butyl 3-(3-(2,6-bis(benzyloxy)pyridin-3-yl)-1-methyl-1H-indazol-6-yl)-4-oxopiperidine-1-carboxylate C(C1=CC=CC=C1)OC1=NC(=CC=C1C1=NN(C2=CC(=CC=C12)C1CN(CCC1=O)C(=O)OC(C)(C)C)C)OCC1=CC=CC=C1